S(=O)(=O)(C1=CC=C(C)C=C1)N1C2=C(OCC1)C(=CN=C2)C2=CC=C(C#N)C=C2 4-(4-Tosyl-3,4-dihydro-2H-pyrido[4,3-b][1,4]oxazin-8-yl)benzonitrile